(S)-4-((2-((5-fluoropyridin-3-yl)oxy)ethyl)(4-(5,6,7,8-tetrahydro-1,8-naphthyridin-2-yl)butyl)amino)-2-((1-methyl-1H-benzo[d]imidazol-2-yl)amino)butanoic acid FC=1C=C(C=NC1)OCCN(CC[C@@H](C(=O)O)NC1=NC2=C(N1C)C=CC=C2)CCCCC2=NC=1NCCCC1C=C2